C(=CC1=CC=CC=C1)C=1N=C2C(=NC1)[N-][N+]=1N2C=CC1 styrylpyrazolo[1',2':1,2][1,2,3]triazolo[4,5-b]pyrazin-6-ium-5-ide